FC1=CC=C(C=C1)C(N1C[C@@H](N(C[C@H]1C)C1=CC(N(C=2C=CC(=NC12)C#N)C)=O)C)C=1C(=NC=CC1)OC(C)C 8-[(2S,5R)-4-[(4-fluorophenyl)[2-(propan-2-yloxy)pyridin-3-yl]methyl]-2,5-dimethylpiperazin-1-yl]-5-methyl-6-oxo-5,6-dihydro-1,5-naphthyridine-2-carbonitrile